Tert-butyl (2-(3-(3-fluoro-5-methylphenyl)-4-(4-oxopiperidin-1-yl)quinolin-6-yl) phenyl) ethane-1,2-diyldicarbamate C(CNC(OC1=C(C=CC=C1)C=1C=C2C(=C(C=NC2=CC1)C1=CC(=CC(=C1)C)F)N1CCC(CC1)=O)=O)NC(OC(C)(C)C)=O